C(CCCCC)(=O)N[C@@H](CS)C(=O)O Hexanoyl-L-cysteine